(S)-3-fluoro-5,7,8,8-tetramethyl-6-oxo-5-phenyl-5,6,7,8,9,10-hexahydropyrido[2,3-b][1,6]naphthyridine-4-carbonitrile FC1=C(C2=C(NC=3CC(N(C(C3[C@]2(C2=CC=CC=C2)C)=O)C)(C)C)N=C1)C#N